N-(2-azaSpiro[3.5]nonan-7-yl)cyclopropylsulfonamide C1NCC12CCC(CC2)NS(=O)(=O)C2CC2